BrC(F)(F)[Se]CCOC1=CC=C(C=C1)OC (bromodifluoromethyl)(2-(4-methoxyphenoxy) ethyl) selenide